OC1=C(C=C(C(=C1)O)C1OC2=CC=CC=C2C(C1=CNC(C)(C)C)=O)C1OC2=CC=CC=C2C(C1=CNC(C)(C)C)=O 2,2'-(4,6-dihydroxy-1,3-phenylene)bis(3-((tert-butylamino)methylene)chroman-4-one)